C(#N)CC1N(CCN(C1)C=1C2=C(N=C(N1)SC)CN(CC2)C2=C(C=CC=C2)C(F)(F)F)C(=O)OC(C)(C)C tert-butyl 2-(cyanomethyl)-4-[2-methylsulfanyl-7-[2-(trifluoromethyl)phenyl]-6,8-dihydro-5H-pyrido[3,4-d]pyrimidin-4-yl]piperazine-1-carboxylate